ClC=1C=NC=C(C1[C@@H](C)OC=1C=C2C(=NNC2=CC1OC)C=1C=C(C(=NC1)N1C[C@H](CC1)O)C#N)Cl 5-[5-[(1R)-1-(3,5-dichloro-4-pyridyl)ethoxy]-6-methoxy-1H-indazol-3-yl]-2-[(3S)-3-hydroxypyrrolidin-1-yl]pyridine-3-carbonitrile